ClC=1C=C2C=C(C=NC2=NC1)NC1=NC(=NC=C1)NC1=CC(=C(C=C1)OC1CC(C1)N(C)C)OC 4-(6-chloro-1,8-diaza-3-naphthylamino)-2-{3-methoxy-4-[(1s,3s)-3-(dimethylamino)cyclobutoxy]phenylamino}pyrimidine